(R)-N2-(3-chloro-4-fluorophenyl)-N4-(1-(thiophen-2-yl)propyl)quinazoline-2,4-diamine ClC=1C=C(C=CC1F)NC1=NC2=CC=CC=C2C(=N1)N[C@H](CC)C=1SC=CC1